n-docosyl mercaptan C(CCCCCCCCCCCCCCCCCCCCC)S